(E)-1-(3-(2-(7-chloroquinolin-2-yl)vinyl)phenyl)prop-2-en-1-ol ClC1=CC=C2C=CC(=NC2=C1)/C=C/C=1C=C(C=CC1)C(C=C)O